(2s,4r)-4-amino-1-(6-oxo-6-undecoxy-hexyl)pyrrolidine-2-carboxylic acid [8-(1-octylnonyloxy)-8-oxo-octyl] ester C(CCCCCCC)C(CCCCCCCC)OC(CCCCCCCOC(=O)[C@H]1N(C[C@@H](C1)N)CCCCCC(OCCCCCCCCCCC)=O)=O